FC=1C=C(C=C(C1)F)C1=NO[C@@](C1)(C=C)C(=O)N[C@H]1C=C[C@H](C1)C(=O)OC Methyl (1S,4R)-4-[[[(5S)-3-(3,5-difluorophenyl)-5-vinyl-4H-1,2-oxazol-5-yl]carbonyl]amino]-cyclopent-2-en-1-carboxylat